2-(((6aR,8R)-2-(3-fluoro-2-hydroxyphenyl)-6a-methyl-5,6,6a,7,8,9-hexahydropyrrolo[1',2':4,5]pyrazino[2,3-c]pyridazin-8-yl)oxy)-4,6-dimethylpyrimidine-5-carbaldehyde FC=1C(=C(C=CC1)C=1C=C2C(=NN1)NC[C@@]1(N2C[C@@H](C1)OC1=NC(=C(C(=N1)C)C=O)C)C)O